NC=1N=CC2=C(N1)SC=C2C2=CC=CC=C2 2-Amino-5-phenylthieno[2,3-d]pyrimidin